tert-butyl 18-[(2,5-dioxopyrrolidin-1-yl)oxy]-18-oxooctadecanoate O=C1N(C(CC1)=O)OC(CCCCCCCCCCCCCCCCC(=O)OC(C)(C)C)=O